3,6-diphenyl-9-[4-(10-phenyl-9-anthracenyl)phenyl]-9H-carbazole lithium Lanthanum Zirconium Gallium [Ga].[Zr].[La].[Li].C1(=CC=CC=C1)C=1C=CC=2N(C3=CC=C(C=C3C2C1)C1=CC=CC=C1)C1=CC=C(C=C1)C=1C2=CC=CC=C2C(=C2C=CC=CC12)C1=CC=CC=C1